C(C)(C)C=1C(=NN(C1C=1C=C(C=2N(C1)N=CN2)C)COCC[Si](C)(C)C)C2=CC=C(C=C2)C=2CCN(CC2)C(=O)OC(C)(C)C tert-butyl 4-(4-(4-isopropyl-5-(8-methyl-[1,2,4]triazolo[1,5-a]pyridin-6-yl)-1-((2-(trimethylsilyl)ethoxy) methyl)-1H-pyrazol-3-yl)phenyl)-3,6-dihydropyridine-1(2H)-carboxylate